FC(C)(F)C1=CC=C(C=C1)S(=O)(=O)N1N=C(C=2C(=CC=CC12)N)N1CC(C(C1)(F)F)(F)F 1-[4-(1,1-difluoroethyl)phenyl]sulfonyl-3-(3,3,4,4-tetrafluoropyrrolidin-1-yl)indazol-4-amine